1-{6-[(S)-Benzyloxycarbonylamino(4,4-difluorocyclohexyl)methyl]imidazo[1,2-b]-[1,2,4]triazin-3-yl}-4,4-difluorocyclohexanecarboxylic acid sodium salt [Na+].C(C1=CC=CC=C1)OC(=O)N[C@H](C=1N=C2N(N=CC(=N2)C2(CCC(CC2)(F)F)C(=O)[O-])C1)C1CCC(CC1)(F)F